1-((3-(2,2-difluoroethyl)pyridin-2-yl)methyl)-3-((1r,4r)-4-(2-fluoro-6-methylphenyl)cyclohexyl)-7-methyl-1,8-naphthyridin-2(1H)-one FC(CC=1C(=NC=CC1)CN1C(C(=CC2=CC=C(N=C12)C)C1CCC(CC1)C1=C(C=CC=C1C)F)=O)F